CC1(CCC(CC1)C)C 2,2,5-trimethylcyclohexane